ClC1=CC(=C(C=C1Cl)O)N1CCNCCC1 4,5-dichloro-2-(1,4-diazepan-1-yl)phenol